CS(=O)(=O)O[C@H](C(=O)OC)C methyl (S)-2-((methylsulfonyl)oxy)propanoate